CCNN(CCC)[Si](OC)(OC)OC N-(2-ethylamino)-3-propylaminotrimethoxysilane